CC(CCCCCCCC)[AsH2] mono-1-methylnonylarsine